CN1C(C2=CC=C(C=C2C1)NC1C(NC(CC1)=O)=O)=O 3-(2-Methyl-1-oxo-2,3-dihydro-1H-isoindol-5-ylamino)-piperidine-2,6-dione